COC(/C(/CCCCCCC(=O)C1=CC=C(C=C1)OC)=C/C1=CC=C(C=C1)[N+](=O)[O-])=O (E)-9-(4-methoxyphenyl)-2-(4-nitrobenzylidene)-9-oxo-nonanoic acid methyl ester